C(C)(C)(C)OC(=O)N1CCC(CC1)CNC=1C=2N(C=C(N1)C1=C(C=NC=C1)F)C=C(N2)C(N)=O 4-{[2-Carbamoyl-6-(3-fluoro-pyridin-4-yl)-imidazo[1,2-a]pyrazin-8-ylamino]-methyl}-piperidine-1-carboxylic acid tert-butyl ester